(2S,4R)-1-[(2R)-2-[3-(2,2-diethoxyethoxy)isoxazol-5-yl]-3-methyl-butyryl]-4-hydroxy-N-[(1S)-1-[4-(4-methylthiazol-5-yl)phenyl]ethyl]pyrrolidine-2-carboxamide C(C)OC(COC1=NOC(=C1)[C@H](C(=O)N1[C@@H](C[C@H](C1)O)C(=O)N[C@@H](C)C1=CC=C(C=C1)C1=C(N=CS1)C)C(C)C)OCC